piperazine hydroiodic acid salt I.N1CCNCC1